C1CC12C[C@H](NCC2)CO (S)-(6-azaspiro[2.5]octan-5-yl)methanol